O=C1N([C@@H]2CC[C@H](N1C2)C(=O)NNC(=O)C2CCOCC2)OS(=O)(=O)O.[Na] Sodium (2S,5R)-7-oxo-6-(sulfooxy)-N'-(tetrahydro-2H-pyran-4-ylcarbonyl)-1,6-diazabicyclo[3.2.1]octane-2-carbohydrazide